1-(4-(9-benzyl-6-(1-methylcyclopropoxy)-9H-purin-8-yl)-3-chlorophenyl)azetidin-3-amine C(C1=CC=CC=C1)N1C2=NC=NC(=C2N=C1C1=C(C=C(C=C1)N1CC(C1)N)Cl)OC1(CC1)C